Cl.C(C)OC(=O)C1=C(C=2C(=NC=C(C2)C(F)(F)F)N1CCN)C 1-(2-aminoethyl)-3-methyl-5-(trifluoromethyl)-1H-pyrrolo[2,3-b]pyridine-2-carboxylic acid ethyl ester hydrochloride